N1=CC=C2N1CCCN2C(CNC2=C(C#N)C(=CC(=N2)C(F)(F)F)C(F)(F)F)=O 2-((2-(6,7-dihydropyrazolo[1,5-a]pyrimidin-4(5H)-yl)-2-oxoethyl)amino)-4,6-bis(trifluoromethyl)nicotinonitrile